Br.C(OCCN)COCCN 2,2'-(ethylenedioxy)bis(ethylamine) hydrobromide